5-[2-(3-hydroxy-3-methyl-butyryl)-2,7-diazaspiro[3.5]non-7-yl]-N-methyl-7-(trifluoromethyl)thieno[3,2-b]pyridine-3-carboxamide hydrochloride Cl.OC(CC(=O)N1CC2(C1)CCN(CC2)C2=CC(=C1C(=N2)C(=CS1)C(=O)NC)C(F)(F)F)(C)C